C[C@H]1O[C@H](CN(C1)C1=CC=C(C=C1)NC1=NC=CC(=N1)OCC1CCC(CC1)NC(C)=O)C N-((1R,4R)-4-(((2-((4-((2R,6S)-2,6-dimethylmorpholino)phenyl)amino)pyrimidin-4-yl)oxy)methyl)cyclohexyl)acetamide